NC=1C(=C(C=CC1)O)C(C)(C)C amino-2-tertiary butylphenol